[Cl-].OC(C[N+](C)(C)C)COC1=CC=C(C=2C(C3=CC=CC=C3SC12)=O)C 2-hydroxy-3-(1-methyl-9-oxo-9H-thioxanthen-4-yloxy)-N,N,N-trimethyl-1-propaneaminium chloride